2-[4-(trifluoromethoxy)phenyl]acetic acid FC(OC1=CC=C(C=C1)CC(=O)O)(F)F